C(=O)(O)CN([C@@H](CCC(=O)O)C(=O)O)CC(=O)O N,N-Dicarboxymethyl-glutamic acid